C(C1=CC=CO1)C(C(=O)O)CCCCCC\C=C/CCCCCCCC furfuryl-oleic acid